C(OC1=CC=C(C=C1)CCCCCC(C)C)(OC1=CC=CC=C1)=O 4-iso-Octylphenyl phenyl carbonate